FC(O[C@@H]1C[C@H](N(C1)C(CNC(=O)C1=CC2=C(OC3=C2C(=CC=C3)F)C=C1)=O)C(=O)OC)F methyl (2S,4R)-4-(difluoromethoxy)-1-((9-fluorodibenzo[b,d]furan-2-carbonyl)glycyl)pyrrolidine-2-carboxylate